N-erucoyl-glutamine C(CCCCCCCCCCC\C=C/CCCCCCCC)(=O)N[C@@H](CCC(N)=O)C(=O)O